4,5-dihydroxy-2-(hydroxymethyl)pentanoic acid OC(CC(C(=O)O)CO)CO